(4-(6-(methylamino)-6-oxohexyl)-1-phenyl-1H-imidazol-2-yl)-3-(1H-pyrazol-4-yl)benzamide Tridecylphosphat C(CCCCCCCCCCCC)OP(=O)(O)O.CNC(CCCCCC=1N=C(N(C1)C1=CC=CC=C1)C1=C(C(=O)N)C=CC=C1C=1C=NNC1)=O